2-(2-methylpyridin-4-yl)-N-(tetrahydro-2H-pyran-4-yl)-1-((2-(trimethylsilyl)ethoxy)methyl)-1H-pyrrolo[3,2-c]Pyridin-6-amine CC1=NC=CC(=C1)C1=CC=2C=NC(=CC2N1COCC[Si](C)(C)C)NC1CCOCC1